C(C)(C)(C)COC methyl tert-butylmethyl ether